Cl.Cl.Cl.C1(=CC(=CC(=C1)N)N)N 1,3,5-benzenetriamine tri-hydrochloride